1-(3-(3-isopropyl-1H-indazol-5-yl)imidazo[1,2-b]pyridazin-6-yl)-4-methylpiperidin-4-ol C(C)(C)C1=NNC2=CC=C(C=C12)C1=CN=C2N1N=C(C=C2)N2CCC(CC2)(O)C